Ethoxyformamide C(C)ONC=O